3,5-dichlorobiphenyl ClC=1C=C(C=C(C1)Cl)C1=CC=CC=C1